trifluoro propylene carbonate C(O)(O)=O.FC(C=C)(F)F